C(#N)C(C(=O)O)=CC1=CC2=C(C=C(O2)C2=CC=C(C=C2)N2CCOCC2)C=C1 2-cyano-3-(2-(4-morpholinophenyl)benzofuran-6-yl)acrylic acid